ClC1=C(C=CC=C1)[C@H]1CC[C@H](N1C(C1=CC=C(C=C1)OCN1N=C(C=C1C)C)=O)C(=O)O (2S,5R)-5-(2-chlorophenyl)-1-(4-((3,5-dimethyl-1H-pyrazol-1-yl)methoxy)benzoyl)pyrrolidine-2-carboxylic acid